trans-cyclopentane-1,3-dicarboxylate [C@H]1(C[C@H](CC1)C(=O)[O-])C(=O)[O-]